4-((4-cyclopropyl-5-fluoro-2-(N-methyl-methanesulfonamido)phenyl)amino)-N-ethoxy-6-((6-fluoro-2-methyl-pyridin-3-yl)amino)nicotinamide C1(CC1)C1=CC(=C(C=C1F)NC1=CC(=NC=C1C(=O)NOCC)NC=1C(=NC(=CC1)F)C)N(S(=O)(=O)C)C